2-[[5-(chloromethyl)benzimidazol-1-yl]methoxy]ethyl-trimethyl-silane ClCC1=CC2=C(N(C=N2)COCC[Si](C)(C)C)C=C1